methyl (E)-12-(2-octylphenyl)dodec-11-enoate C(CCCCCCC)C1=C(C=CC=C1)/C=C/CCCCCCCCCC(=O)OC